CN1C=NC2=CC=C(C=C2C1=O)C1=C(N=C2OC=CN21)C2=NN(C=C2)C2COC2 3-Methyl-6-(6-(1-(oxetan-3-yl)-1H-pyrazol-3-yl)imidazo[2,1-b]oxazol-5-yl)quinazolin-4(3H)-one